O=C1NC(CCC1C1=C(C=C(C=C1)N1CCN(CC1)C(=O)OC(C)(C)C)F)=O Tert-butyl 4-(4-(2,6-dioxopiperidin-3-yl)-3-fluorophenyl)piperazine-1-carboxylate